6-(1,1,3,3-tetramethylbutyl)imino-1,3,5-triazine CC(CC(C)(C)C)(C)N=C1N=CN=CN1